F[C@@]([C@@H]([C@H](C=O)O)O)(O)[C@H](O)CO 4-fluoro-glucose